(S)-1-(5-Chlorothiophen-3-yl)-N-(8,9-difluoro-6-oxo-1,4,5,6-tetrahydro-2H-pyrano[3,4-c]isoquinolin-1-yl)-N-methylazetidin-3-carboxamide ClC1=CC(=CS1)N1CC(C1)C(=O)N(C)[C@@H]1COCC=2NC(C=3C=C(C(=CC3C21)F)F)=O